NC1=C2N=CN(C2=NC=N1)[C@H]1[C@@H]2COP(OC[C@H]3C[C@H]([C@@H]3COP(OC[C@H]2C1)(S)=O)C1=CC(=NC=C1)C(=O)N)(S)=O 4-[(1S,7S,8R,10S,16R,17R)-17-(6-amino-9H-purin-9-yl)-4,13-dioxo-4,13-disulfanyl-3,5,12,14-tetraoxa-4λ5,13λ5-diphosphatricyclo[14.2.0.07,10]octadecan-8-yl]pyridine-2-carboxamide